ClC1=CC=C(C=C1)N1C(C(C[C@@H]1C)C(C(=O)OCC)=O)=O ethyl 2-((5S)-1-(4-chlorophenyl)-5-methyl-2-oxopyrrolidin-3-yl)-2-oxoacetate